ONC(/C=C/C1=C(C=CC=C1)N1CC(CC1)NC(OC(C)(C)C)=O)=O tert-butyl (E)-(1-(2-(3-(hydroxyamino)-3-oxoprop-1-en-1-yl)phenyl)pyrrolidin-3-yl)carbamate